CC1=C(C=C(C(=O)NCC2=NC=C3C=CC(=NC3=C2)N2CCNCC2)C=C1)S(=O)(=O)C 4-methyl-3-(methylsulfonyl)-N-((2-(piperazin-1-yl)-1,6-naphthyridin-7-yl)methyl)benzamide